C(C)OC(\C(\C(C(=O)OCC)=O)=C/N(C)C)=O (2Z)-2-[(dimethylamino)methylene]-3-oxobutanedioic acid 1,4-diethyl ester